ClC=1C=NN(C1C(C1N(C(C2=CC=CC=C12)(C)C)CC1CC2(C1)OC(NC2)=O)([2H])[2H])C 2-((3-((4-chloro-1-methyl-1H-pyrazol-5-yl)methyl-d2)-1,1-dimethylisoindolin-2-yl)methyl)-5-oxa-7-azaspiro[3.4]octan-6-one